2,4-benzoxazolediol O1C(=NC=2C1=CC=CC2O)O